tert-Butyl ((1r,3r)-3-((8-cyano-2-methylquinolin-5-yl)oxy)-2,2,4,4-tetramethylcyclobutyl)carbamate C(#N)C=1C=CC(=C2C=CC(=NC12)C)OC1C(C(C1(C)C)NC(OC(C)(C)C)=O)(C)C